C(#N)CCS(=O)(=O)NCC1=NC=2C(=C3C(=NC2)NC=C3)N1C1CCC(CC1)CC#N 2-cyano-N-((1-((1r,4r)-4-(cyanomethyl)cyclohexyl)-1,6-dihydroimidazo[4,5-d]pyrrolo[2,3-b]pyridin-2-yl)methyl)ethanesulfonamide